Nω-((2,2,4,6,7-pentamethyl-2,3-dihydrobenzofuran-5-yl)sulfonyl)-L-arginine CC1(OC2=C(C1)C(=C(C(=C2C)C)S(=O)(=O)NC(NCCC[C@H](N)C(=O)O)=N)C)C